FC1(C(C1)C1=CC=C2C=NC(=NC2=C1)N)F 7-(2,2-difluorocyclopropyl)quinazolin-2-amine